4-(1-(3,8-Diazabicyclo[3.2.1]octan-8-yl)-5-chloro-3-((S)-3-(dimethylamino)pyrrolidin-1-yl)-7,9-dihydrofuro[3,4-f]quinazolin-6-yl)-2-amino-7-fluorobenzo[b]thiophene-3-carbonitrile C12CNCC(CC1)N2C2=NC(=NC=1C(=C(C3=C(C21)COC3)C3=CC=C(C=2SC(=C(C23)C#N)N)F)Cl)N2C[C@H](CC2)N(C)C